CN1C(CC(CC1(C)C)OC(C(C(=O)OC1CC(N(C(C1)(C)C)C)(C)C)(CCCC)CC1=CC(=C(C(=C1)C(C)(C)C)O)C(C)(C)C)=O)(C)C bis(1,2,2,6,6-pentamethyl-4-piperidinyl)-[[3,5-bis(1,1-dimethylethyl)-4-hydroxyphenyl]methyl]butylmalonate